2-amino-3-(4-(aminomethyl)phenyl)propanoic acid NC(C(=O)O)CC1=CC=C(C=C1)CN